Methyl (3S)-1-(4-{7-ethyl-4-methyl-5-[(1R)-1-methyl-1,2,3,4-tetrahydroisoquinoline-2-carbonyl]pyrazolo[1,5-a]pyridin-2-yl}-3-fluorophenyl)pyrrolidine-3-carboxylate C(C)C1=CC(=C(C=2N1N=C(C2)C2=C(C=C(C=C2)N2C[C@H](CC2)C(=O)OC)F)C)C(=O)N2[C@@H](C1=CC=CC=C1CC2)C